5-(4-(difluoromethoxy)phenyl)-3-((2-((2R,6S)-2,6-dimethylmorpholino)pyrimidin-4-yl)amino)pyridin-2(1H)-one FC(OC1=CC=C(C=C1)C=1C=C(C(NC1)=O)NC1=NC(=NC=C1)N1C[C@H](O[C@H](C1)C)C)F